C(#N)CC1CC2(C1)CCN(CC2)C(=O)OC(C)(C)C Tert-butyl 2-(cyanomethyl)-7-azaspiro[3.5]nonane-7-carboxylate